dimethylphenyl-(4-vinylphenyl)phosphorus C[P](C1=CC=C(C=C1)C=C)(C1=CC=CC=C1)C